C(C=C)(=O)N1[C@@H](CC(CC1)N1N=NC=2C(=NC=3C(=C(C(=CC3C21)Cl)C=2C=C(C=CC2)C)F)OC[C@H]2N(CCC2)C)CC#N 2-((2S)-1-acryloyl-4-(8-chloro-6-fluoro-4-(((S)-1-methylpyrrolidin-2-yl)methoxy)-7-(m-tolyl)-1H-[1,2,3]triazolo[4,5-c]quinolin-1-yl)piperidin-2-yl)acetonitrile